methyl 2,6-difluoro-3-(N-((1S,2R)-2-(6-fluoro-2,3-dimethylphenyl)-1-(5-oxo-4,5-dihydro-1,3,4-oxadiazol-2-yl)propyl)sulfamoyl)benzoate FC1=C(C(=O)OC)C(=CC=C1S(N[C@@H]([C@H](C)C1=C(C(=CC=C1F)C)C)C=1OC(NN1)=O)(=O)=O)F